C(C=C)OC=1C=C(C=CC1OC)C1CC(NC=2N=C(NC(C21)=O)N)=O 5-(3-Allyloxy-4-methoxyphenyl)-2-amino-5,8-dihydro-3H,6H-pyrido[2,3-d]pyrimidine-4,7-dione